(3-tert-butoxy-3-oxo-prop-1-ynyl)-5,7-difluoro-2-(4-fluorophenyl)indole-1-carboxylic acid tert-butyl ester C(C)(C)(C)OC(=O)N1C(=C(C2=CC(=CC(=C12)F)F)C#CC(=O)OC(C)(C)C)C1=CC=C(C=C1)F